(2S,4aS,9aR)-4-(4-amino-7-fluoroimidazo[1,5-a]quinoxaline-8-carbonyl)-2-methyl-2,3,4,4a,9,9a-hexahydroindeno[2,1-b][1,4]oxazine-7-carbonitrile NC=1C=2N(C3=CC(=C(C=C3N1)F)C(=O)N1[C@@H]3[C@H](O[C@H](C1)C)CC=1C=C(C=CC13)C#N)C=NC2